5-chloro-2-[(4-methoxyphenyl)methyl]-4-(trifluoromethyl)-2,3-dihydropyridazin-3-one ClC1=C(C(N(N=C1)CC1=CC=C(C=C1)OC)=O)C(F)(F)F